2-CHLOROETHYL N-BUTYL ETHER CCCCOCCCl